4-(3-Chloroanilino)-2'-{[(4-methylbenzene-1-sulfonyl)amino]methyl}-2,3,4,5-tetrahydro[1,1'-biphenyl]-4-carboxylic acid ethyl ester C(C)OC(=O)C1(CCC(=CC1)C1=C(C=CC=C1)CNS(=O)(=O)C1=CC=C(C=C1)C)NC1=CC(=CC=C1)Cl